(4-bromophenyl)[trans-4-{[4-(pentafluoro-λ6-sulfanyl)phenyl]Amino}cyclohexyl](imino)-λ6-sulfanone BrC1=CC=C(C=C1)S(=O)(=N)[C@@H]1CC[C@H](CC1)NC1=CC=C(C=C1)S(F)(F)(F)(F)F